C(C(C)C)C=1C=C(N2C1C1=CC(=C(C=C1CC2)OC)C=2N=NN(N2)C)C(=O)OCC ethyl 1-isobutyl-8-methoxy-9-(2-methyl-2H-tetrazol-5-yl)-5,6-dihydropyrrolo[2,1-a]isoquinoline-3-carboxylate